N-(2-(4-benzylpiperidin-1-yl)ethyl)-N-(3,4,5-trifluorophenyl)acetamide C(C1=CC=CC=C1)C1CCN(CC1)CCN(C(C)=O)C1=CC(=C(C(=C1)F)F)F